FC1=CC=C(C=C1)N1C(C(=C(C=C1C)C)C(=O)NC1=CC=C(C=C1)OC1=CC=NC2=CC=C(N=C12)OC)=O 1-(4-Fluorophenyl)-N-[4-[(6-methoxy-1,5-naphthyridin-4-yl)oxy]phenyl]-4,6-dimethyl-2-oxopyridine-3-carboxamide